C(C)[C@H]1[C@H](NC([C@H]1F)=O)COC1=NC=CC2=CC(=C(C=C12)OC)C#N 1-[[(2S,3S,4S)-3-ethyl-4-fluoro-5-oxo-pyrrolidin-2-yl]methoxy]-7-methoxy-isoquinoline-6-carbonitrile